tert-butyl 3-[7-[3-fluoro-4-(trifluoromethyl)phenoxy]-3,4-dihydro-1H-isoquinoline-2-carbonyl]azetidine-1-carboxylate FC=1C=C(OC2=CC=C3CCN(CC3=C2)C(=O)C2CN(C2)C(=O)OC(C)(C)C)C=CC1C(F)(F)F